N-ethyl-3-fluoro-2-[3-[(trans)-2-[5-(pyrrolidin-1-ylmethyl)-2-pyridinyl]vinyl]-1-tetrahydropyran-2-ylindol-6-yl]sulfanylbenzamide C(C)NC(C1=C(C(=CC=C1)F)SC1=CC=C2C(=CN(C2=C1)C1OCCCC1)\C=C\C1=NC=C(C=C1)CN1CCCC1)=O